CS(=O)(=O)C1=C(C=CC(=C1)C(F)(F)F)NC(=O)C=1C=NC=CC1 N-[2-methanesulfonyl-4-(trifluoromethyl)phenyl]pyridine-3-carboxamide